ethyl 2-[4-(1-methyl-1H-pyrazol-5-yl)piperidin-1-yl]-6-azaspiro[3.4]octane-6-carboxylate CN1N=CC=C1C1CCN(CC1)C1CC2(C1)CN(CC2)C(=O)OCC